CC1=CC=C(C=C1)S(=O)(=O)O.NC/C(/COC1=CC2=C(N=C(O2)NCC=2C=NC(=CC2)OC)C=C1)=C/F (Z)-6-((2-(aminomethyl)-3-fluoroallyl)oxy)-N-((6-methoxypyridin-3-yl)methyl)benzo[d]oxazol-2-amine 4-methylbenzenesulfonate